C(C1=CC=CC=C1)OC=1C=C2C=CC(=C(C2=CC1)OC1=CC=C(OCCN(CCOCC(=O)[O-])CC)C=C1)C1=CC=C(C=C1)S(=O)(=O)C 2-(2-((2-(4-((6-(benzyloxy)-2-(4-(methylsulfonyl)phenyl)naphthalen-1-yl)oxy)phenoxy)ethyl)(ethyl)amino)ethoxy)acetate